C(C)(C)(C)OC(=O)N[C@@H]1C(C[C@H](OC1)C(=O)O)(F)F (2s,5s)-5-((tert-butoxycarbonyl)amino)-4,4-difluorotetrahydro-2H-pyran-2-carboxylic acid